3-methyl-1,4-diphenyl-5-pyrazolone CC1=NN(C(C1C1=CC=CC=C1)=O)C1=CC=CC=C1